FC1(C2CN(CC12)C1=NC(=CC(=N1)C(=O)NNC(C1=C(C=C(C=C1)I)N1CCC2(CC2)CC1)=O)C)F 2-(6,6-difluoro-3-azabicyclo[3.1.0]hexan-3-yl)-N'-(4-iodo-2-(6-azaspiro[2.5]octan-6-yl)benzoyl)-6-methylpyrimidine-4-carbohydrazide